BrC1=CC=C(S1)CN([C@H](C)C(=O)OC)C Methyl N-((5-Bromothiophen-2-yl)methyl)-N-methyl-D-alaninate